tert-butyl (tert-butoxycarbonyl)(2,4-difluoro-5-nitrophenyl)carbamate C(C)(C)(C)OC(=O)N(C(OC(C)(C)C)=O)C1=C(C=C(C(=C1)[N+](=O)[O-])F)F